ClC1=C(C(=C(C=C1OC)OC)Cl)C1=CC2=C(N=C(N=C2)N[C@@H]2COCC[C@@H]2NC(C=C)=O)C(=N1)NCCCNC(C)C N-((3S,4S)-3-((6-(2,6-dichloro-3,5-di-methoxyphenyl)-8-((3-(isopropyl-amino)propyl)amino)pyrido[3,4-d]pyrimidin-2-yl)amino)tetrahydro-2H-pyran-4-yl)acrylamide